4-(4-(4-(4-chloro-2-fluorophenyl)pyridin-2-yl)piperazine-1-carbonyl)quinolin-2(1H)-one ClC1=CC(=C(C=C1)C1=CC(=NC=C1)N1CCN(CC1)C(=O)C1=CC(NC2=CC=CC=C12)=O)F